7,7,7-Trifluoro-3-hydroxy-3-methylheptanoate FC(CCCC(CC(=O)[O-])(C)O)(F)F